CC1=C(C=C(C=C1)C)C=1C=C2CC(C(C2=CC1)NC(O[C@@H]1CN2CCC1CC2)=O)(C)C (S)-quinuclidin-3-yl (5-(2,5-dimethylphenyl)-2,2-dimethyl-2,3-dihydro-1H-inden-1-yl)carbamat